N-((3S,4R)-4-((8-((cyclopropylmeth-yl)amino)-6-(2,6-dichloro-3,5-dimeth-oxyphenyl)pyrido[3,4-d]pyrimidin-2-yl)amino)-1-(1H-pyrazol-4-yl)pyrrolidin-3-yl)acrylamide C1(CC1)CNC1=NC(=CC2=C1N=C(N=C2)N[C@H]2[C@H](CN(C2)C=2C=NNC2)NC(C=C)=O)C2=C(C(=CC(=C2Cl)OC)OC)Cl